COC1C(CNC1)N1C[C@@H](N(CC1)C)C (2S)-4-(4-Methoxypyrrolidin-3-yl)-1,2-dimethylpiperazine